CC1(CCC(CC1)C=1CCCC2=C(C1C1=CC=C(C=C1)CC1CN(CC1)CCCF)C=CC(=C2)C(=O)O)C 8-(4,4-dimethylcyclohexyl)-9-(4-((1-(3-fluoropropyl)pyrrolidin-3-yl)methyl)phenyl)-6,7-dihydro-5H-benzo[7]annulene-3-carboxylic acid